chloroenanthic anhydride ClC(C(=O)OC(C(CCCCC)Cl)=O)CCCCC